(5-amino-6-fluoro-2,3-dihydrobenzofuran-7-yl)-2,3,4,7-tetrahydroazepine-1-carboxylic acid tert-butyl ester C(C)(C)(C)OC(=O)N1C(CCC=CC1)C1=C(C(=CC=2CCOC21)N)F